2-(4-Iodo-2-(6-azaspiro[2.5]octan-6-yl)phenyl)-5-(6-methyl-2-(3,3,3-trifluoropropoxy)pyrimidin-4-yl)-1,3,4-oxadiazole IC1=CC(=C(C=C1)C=1OC(=NN1)C1=NC(=NC(=C1)C)OCCC(F)(F)F)N1CCC2(CC2)CC1